6-(8-chloroquinolin-6-yl)-N2-(cyclohexylmethyl)-5-(1-methyl-1H-pyrazol-3-yl)pyrazine ClC=1C=C(C=C2C=CC=NC12)C1=C(N=CC=N1)C1N(N(C=C1)C)CC1CCCCC1